C[C@@H]1N(C[C@H](N(C1)C(=O)C1(CCC1)C)C)C=1C2=C(N=CN1)N(CC21CCC1)C1=NC=CC(=C1)C#N 2-[4-[(2S,5R)-2,5-dimethyl-4-(1-methylcyclobutanecarbonyl)piperazin-1-yl]spiro[6H-pyrrolo[2,3-d]pyrimidine-5,1'-cyclobutane]-7-yl]pyridine-4-carbonitrile